5-(2,3,4-trifluorobenzyl)-1,2,4-oxadiazol FC1=C(CC2=NC=NO2)C=CC(=C1F)F